ClC1=C(C=C(C(=C1[N+](=O)[O-])Cl)[N+](=O)[O-])C(F)(F)F 2,4-dichloro-3,5-dinitro-benzotrifluoride